C([O-])([O-])=O.CCC(CC(CCC)CC)C=1NC=C[NH+]1.CCC(CC(CCC)CC)C=1NC=C[NH+]1 1,3-di-2-ethylhexylimidazolium carbonate